C(=O)C12CN(CC(CC1)N2C(=O)OC(C)(C)C)C(C2=CC=CC=C2)(C2=CC=CC=C2)C2=CC=CC=C2 t-butyl 1-formyl-3-trityl-3,8-diazabicyclo[3.2.1]octane-8-carboxylate